ClC=1C=C(C=CC1)[C@H]1C[C@H](C1)NC(=O)C=1C=NN(C1)CC=1C=NC(=NC1)N1[C@@H](CCC1)CO N-((cis)-3-(3-chlorophenyl)cyclobutyl)-1-((2-((S)-2-(hydroxymethyl)pyrrolidin-1-yl)pyrimidin-5-yl)methyl)-1H-pyrazole-4-carboxamide